ClCCNC(=O)NC1=NC=C(C=C1)C(F)(F)F 1-(2-chloroethyl)-3-(5-(trifluoromethyl)pyridin-2-yl)urea